barium monomethacrylate C(C(=C)C)(=O)[O-].[Ba+]